1-((4-bromo-3-fluoro-phenyl)methyl)-7-methoxy-3H-imidazo[4,5-C][1,8]naphthyridin-2-one BrC1=C(C=C(C=C1)CN1C(NC=2C=NC=3N=C(C=CC3C21)OC)=O)F